C(C)(=O)N1CCC2(CC(C(N2)=O)CC(C(=O)OC)NC([C@H](CC2CCCCC2)NC(=O)C=2NC3=CC=CC(=C3C2)OC)=O)CC1 Methyl 3-(8-acetyl-2-oxo-1,8-diazaspiro[4.5]decan-3-yl)-2-((S)-3-cyclohexyl-2-(4-methoxy-1H-indole-2-carboxamido)propanamido)propanoate